C(C)(C)OC([C@@H](CNC(C1=CC(=CC(=C1)F)C1=C(C=NN1CC)Cl)=O)N)=O.C(C)(=O)N1CCC=2C(=CC=CC12)C(=O)NC1=CC2=C(NC(N2)=O)C=C1 1-Acetyl-N-(2-oxo-2,3-dihydro-1H-benzo[d]imidazol-5-yl)indoline-4-carboxamide (R)-isopropyl-2-amino-3-(3-(4-chloro-1-ethyl-1H-pyrazol-5-yl)-5-fluorobenzamido)propanoate